3-(4-(4-Bromophenyl)thiazol-2-yl)-2-(trifluoromethyl)quinazolin-4(3H)-one BrC1=CC=C(C=C1)C=1N=C(SC1)N1C(=NC2=CC=CC=C2C1=O)C(F)(F)F